propyl 2-[[(2s,4s)-1-tert-butoxycarbonyl-4-[[7-(5-methyl-1,2,4-oxadiazol-3-yl)-1-isoquinolinyl] amino] pyrrolidine-2-carbonyl] amino]-4-methyl-thiazole-5-carboxylate C(C)(C)(C)OC(=O)N1[C@@H](C[C@@H](C1)NC1=NC=CC2=CC=C(C=C12)C1=NOC(=N1)C)C(=O)NC=1SC(=C(N1)C)C(=O)OCCC